tertbutyl N-[4-benzyl-8-(3-chloropropoxy)-2,3-dihydro-1,4-benzoxazin-6-yl]carbamate C(C1=CC=CC=C1)N1CCOC2=C1C=C(C=C2OCCCCl)NC(OC(C)(C)C)=O